N(=[N+]=[N-])CC1=CC2=NC(=C(C=C2N1)C)N(CC1=CC=C(C=C1)OC)CC1=CC=C(C=C1)OC 2-(azidomethyl)-N,N-bis(4-methoxybenzyl)-6-methyl-1H-pyrrolo[3,2-b]pyridin-5-amine